sodium 2-(8-chloro-2-(1-methylcyclopropyl)-9-(methylthio)-5-oxobenzo[b][1,8]naphthyridin-10(5H)-yl)acetate ClC=1C=CC2=C(N(C=3N=C(C=CC3C2=O)C2(CC2)C)CC(=O)[O-])C1SC.[Na+]